COC=1C=C(C=CC1)N(C1=NC=2N(C3=CC=CC=C13)C=NN2)C N-(3-methoxyphenyl)-N-methyl-[1,2,4]triazolo[4,3-a]quinazolin-5-amine